2-cyclohexene-1,4-diol C1(C=CC(CC1)O)O